ClC1=C(C(=CC=C1)Cl)COC=1C=NC(=NC1)N1C[C@@H](OCC1)CO [(2R)-4-{5-[(2,6-dichlorophenyl)methoxy]pyrimidin-2-yl}morpholin-2-yl]methanol